butyl-4-hydroxybenzoate (Butyl 4-hydroxybenzoate) C(CCC)C1=C(C(=O)O)C=CC(=C1)O.C(CCC)OC(C1=CC=C(C=C1)O)=O